1-[4-(trifluoromethyl)pyridin-3-yl]Methylamine FC(C1=C(C=NC=C1)CN)(F)F